(E)-4-(6-((5-(3-(4-(3-(3-(4-(dimethylamino)but-2-enamido)phenyl)propanamido)-benzyl)-2-oxoimidazolidin-1-yl)pyridin-3-yl)amino)pyridin-3-yl)-N,N-dimethyl-benzamide CN(C/C=C/C(=O)NC=1C=C(C=CC1)CCC(=O)NC1=CC=C(CN2C(N(CC2)C=2C=C(C=NC2)NC2=CC=C(C=N2)C2=CC=C(C(=O)N(C)C)C=C2)=O)C=C1)C